NC(=O)C1=CC=CC2=CN(N=C12)C1=CC=C(CN2C(CCC2)=O)C=C1 {4-[7-(aminocarbonyl)-2H-indazole-2-yl]benzyl}-2-oxopyrrolidine